C(CCCCC(=O)O)(=O)O.CC12C3CCCC3C(CC1)C2.CC21C3CCCC3C(CC2)C1 di(methyltricyclo[5.2.1.02,6]decane) adipate